FC(OC=1C=C(C=CC1)C12C(OCCN1)CCCC2)(F)F 4a-(3-(trifluoromethoxy)phenyl)octahydro-2H-benzo[b][1,4]oxazine